C(C)(C)C1=C(C(=O)NC=2C=C(C=CC2C(F)(F)F)[C@@H]2[C@@H](C2)C(=O)O)C=CC=C1OCCC1=CC=CC=C1 (1R,2S)-2-[3-{[2-isopropyl-3-(2-phenylethoxy)benzoyl]amino}-4-(trifluoromethyl)phenyl]cyclopropanecarboxylic acid